4-(3-((1R,5S,6r)-3-azabicyclo[3.1.0]hexan-6-yl)-1-cyclopropyl-4-ethyl-7-fluoro-1H-pyrazolo[4,3-c]pyridin-6-yl)-5-ethynyl-6-fluoronaphthalen-2-amine [C@H]12CNC[C@@H]2C1C1=NN(C2=C1C(=NC(=C2F)C2=CC(=CC1=CC=C(C(=C21)C#C)F)N)CC)C2CC2